ClC1=C(CCC2=NNC(=C2)C2=C(C(=CC=C2)N)N)C(=C(C=C1OC)OC)Cl (3-(2,6-dichloro-3,5-dimethoxyphenethyl)-1H-pyrazol-5-yl)benzene-1,2-diamine